3-bromo-5-fluoroanisole BrC=1C=C(C=C(C1)F)OC